CN1N=C2C=CC=C(C2=C1)B1OC(C(O1)(C)C)(C)C 2-methyl-4-(tetramethyl-1,3,2-dioxaborolan-2-yl)-2H-indazole